C(C)(C)(C)OC(NCC1=C(C=CC(=C1)Cl)C=1SC(=CC1)C(C)NC1=NC(=NC2=CC(=C(C=C12)OC)OC)C)=O tert-butyl[5-chloro-2-(5-{1-[(6,7-dimethoxy-2-methylquinazolin-4-yl)amino]ethyl}thiophen-2-yl)benzyl]carbamate